((R)-3-(4-Chlorophenyl)pyrrolidin-1-yl)(4-((R)-2-hydroxy-3-(1H-1,2,3-triazol-1-yl)propoxy)phenyl)methanon ClC1=CC=C(C=C1)[C@@H]1CN(CC1)C(=O)C1=CC=C(C=C1)OC[C@@H](CN1N=NC=C1)O